C1(CC1)S(=O)(=O)N1C[C@H]([C@@H](CC1)NC1=NN2C(C=N1)=C(C=C2C=2C=NC=C(C2)C(F)F)F)O (3R,4R)-1-(cyclopropylsulfonyl)-4-((7-(5-(difluoromethyl)pyridin-3-yl)-5-fluoropyrrolo[2,1-f][1,2,4]triazin-2-yl)amino)piperidin-3-ol